3-(5-hydroxy-3-methyl-2-oxo-1,3-benzodiazol-1-yl)-1-[(4-methoxyphenyl)methyl]piperidine-2,6-dione OC1=CC2=C(N(C(N2C)=O)C2C(N(C(CC2)=O)CC2=CC=C(C=C2)OC)=O)C=C1